C(C)OC(=O)C1=NN(C=C1)C1=NC=NC(=C1)C (6-methylpyrimidin-4-yl)-1H-pyrazole-3-carboxylic acid ethyl ester